COC1=CC=C(C=C1)C=CC(=O)N1CCN(C2=CC=C(C=C12)C(=O)OC)C(=O)OC(C)(C)C methyl 4-[3-(4-methoxyphenyl)-1-oxoprop-2-enyl]-1-{[(2-methylpropan-2-yl) oxy] carbonyl}-1,2,3,4-tetrahydroquinoxaline-6-carboxylate